C(#N)C1(CC1)C1=CC=CC(=N1)N1C(=CC2=CC=C(C=C12)OC(F)(F)F)C(=O)O 1-(6-(1-cyanocyclopropyl)pyridin-2-yl)-6-(trifluoromethoxy)-1H-indole-2-carboxylic acid